7-(3-((2-(trifluoromethyl)phenyl)ethynyl)benzyl)-7H-pyrrolo[2,3-h]quinazoline-2,4-diamine FC(C1=C(C=CC=C1)C#CC=1C=C(CN2C=CC=3C2=CC=C2C(=NC(=NC32)N)N)C=CC1)(F)F